8-[(2S,5R)-4-[(2-fluorophenyl)methyl]-2,5-dimethylpiperazin-1-yl]-5-methyl-6-oxo-5,6-dihydro-1,5-naphthyridine-2-carbonitrile FC1=C(C=CC=C1)CN1C[C@@H](N(C[C@H]1C)C1=CC(N(C=2C=CC(=NC12)C#N)C)=O)C